(2S)-3-ethoxy-2-[9H-fluoren-9-ylmethoxycarbonyl(methyl)amino]propanoic acid C(C)OC[C@@H](C(=O)O)N(C)C(=O)OCC1C2=CC=CC=C2C=2C=CC=CC12